(R,Z)-N-(2-phenyl-1-(triphenylen-2-yl)ethyl)-4-(trifluoromethyl)benzimidoyl cyanide C1(=CC=CC=C1)C[C@H](C1=CC=2C3=CC=CC=C3C3=CC=CC=C3C2C=C1)\N=C(\C1=CC=C(C=C1)C(F)(F)F)/C#N